CN(C1C[C@@H]2CCC[C@H](C1)N2)C=2N=NC(=CN2)C2=CC=C(C=1N=CSC12)C1=CN=C(S1)C (1S,5R)-N-methyl-N-[6-[4-(2-methylthiazol-5-yl)-1,3-benzothiazol-7-yl]-1,2,4-triazin-3-yl]-9-azabicyclo[3.3.1]nonan-3-amine